N[C@@H](C(C)C)C(=O)OC[C@@]1(N2[C@@H](C[C@@H](C1=O)CC2)C)COC ((1R,2S,4S,6R)-2-(methoxymethyl)-6-methyl-3-oxoquinuclidin-2-yl)methyl L-valinate